5-hydroxymethyl-2-hydroxybenzene-1-carbaldehyde OCC=1C=CC(=C(C1)C=O)O